(e)-1-ethoxydec-1-ene C(C)O\C=C\CCCCCCCC